2-hydroxy-1-{1-[4-(2-hydroxy-2-methylpropionyl)phenyl]-1,3,3-trimethylindane-5-yl}-2-methylpropane-1-one OC(C(=O)C=1C=C2C(CC(C2=CC1)(C)C1=CC=C(C=C1)C(C(C)(C)O)=O)(C)C)(C)C